(R)-6-(sec-Butoxy)-N-(1-cyclopropyl-2-oxo-1,2-dihydropyridin-3-yl)-2-(1-methyl-2-oxabicyclo[2.1.1]Hex-4-yl)-2H-pyrazolo[3,4-b]Pyridine-5-carboxamide [C@@H](C)(CC)OC=1C(=CC=2C(N1)=NN(C2)C21COC(C2)(C1)C)C(=O)NC=1C(N(C=CC1)C1CC1)=O